C(CCCCCC\C=C/CCCCCCCC)C=1C=C(C=C(O)C1)O 5-(Z-Heptadec-8-enyl)resorcinol